1-(4-((((1H-pyrrol-3-yl)methyl)amino)methyl)benzyl)-2-butyl-1H-imidazo[4,5-d]thieno[3,2-b]pyridin-4-amine N1C=C(C=C1)CNCC1=CC=C(CN2C(=NC=3C2=C2C(=NC3N)C=CS2)CCCC)C=C1